(3-bromophenyl)-(3,3-difluorocyclobutyl)methanone BrC=1C=C(C=CC1)C(=O)C1CC(C1)(F)F